ClC1=NC(=NC=C1C(OC)OC)SC 4-chloro-5-(dimethoxymethyl)-2-(methylthio)pyrimidine